FC(C(C(C(C(C(C(C(F)(F)F)(F)F)(F)F)(F)F)(F)F)(F)F)(F)F)(S)F Perfluoro-1-octanethiol